(S)-1-(4-chloro-2-fluorophenyl)-4-fluoro-3-(2-(1-methyl-1H-pyrazol-4-yl)morpholino)-6,7,8,9-tetrahydro-10H-pyrimido[6,1-b]quinazolin-10-one ClC1=CC(=C(C=C1)C1=NC(=C(C2=NC=3CCCCC3C(N21)=O)F)N2C[C@@H](OCC2)C=2C=NN(C2)C)F